COC1=CC=2N(C=C1SC(CCCO)(C)C)C=CN2 4-((7-methoxyimidazo[1,2-a]pyridin-6-yl)thio)-4-methylpentan-1-ol